4-bromo-5-{4-[cyclopropanecarbonyl-(2,4-dichloro-phenyl)-amino]-piperidin-1-yl}-benzofuran-2-carboxylic acid BrC1=C(C=CC2=C1C=C(O2)C(=O)O)N2CCC(CC2)N(C2=C(C=C(C=C2)Cl)Cl)C(=O)C2CC2